FC1=CC(=C(C=C1)C1=CC(NC2=CC(=CC=C12)OC(C)C)=O)C 4-(4-fluoro-2-methylphenyl)-7-isopropoxy-1H-quinolin-2-one